N1-((S)-7-(3-((S)-3-hydroxypyrrolidin-1-yl)prop-1-yn-1-yl)-5-methyl-4-oxo-2,3,4,5-tetrahydrobenzo[b][1,4]oxazepin-3-yl)-N2-((S)-1-phenylethyl)oxalamide O[C@@H]1CN(CC1)CC#CC1=CC2=C(OC[C@@H](C(N2C)=O)NC(C(=O)N[C@@H](C)C2=CC=CC=C2)=O)C=C1